C(C)OC(=O)C=1C(=NNC1C)I 3-iodo-5-methyl-1H-pyrazole-4-carboxylic acid ethyl ester